CCCCC/C=C\C/C=C\CCCCCCCC(=O)O[C@H](COC(=O)CCCC/C=C\C/C=C\C/C=C\C/C=C\CC)COP(=O)(O)OC[C@@H](C(=O)O)N 1-(6Z,9Z,12Z,15Z-octadecatetraenoyl)-2-(9Z,12Z-octadecadienoyl)-glycero-3-phosphoserine